IC=1C=CC(=NC1)O[C@@H]1CN(CC1)C(=O)OC(C)(C)C Tert-butyl (S)-3-((5-iodopyridin-2-yl)oxy)pyrrolidine-1-carboxylate